P-fluorocinnamic acid C1=CC(=CC=C1/C=C/C(=O)O)F